C(C)(=O)O.OC[C@@H](C[C@@H](CCCCCCCCCCCC=C)O)O (2r,4r)-1,2,4-trihydroxyheptadec-16-ene acetate